tert-butyl 6-(4-fluoro-2-(trifluoromethyl) benzoyl)-2,6-diazaspiro[3.3]heptane-2-carboxylate FC1=CC(=C(C(=O)N2CC3(CN(C3)C(=O)OC(C)(C)C)C2)C=C1)C(F)(F)F